(2E,4E)-hexan-2,4-dienedioic acid C(\C=C\C=C\C(=O)O)(=O)O